C(C)(=O)OCCCCCCCCCCC#C\C=C/CC Z-13-hexadecen-11-yn-1-yl acetate